C(C)(C)(C)[C@@]1(N(C[C@H]2[C@@H]1CNC2)C(=O)OC2=NC=CC=C2C=2N=C(C1=C(N2)SC=N1)N[C@@H]1CCC=2NC3=CC=CC=C3C2C1)C (R)-3-(7-((2,3,4,9-tetrahydro-1H-carbazol-3-yl)amino)thiazolo[5,4-d]pyrimidin-5-yl)pyridin-2-ol tert-butyl-(1R,3aS,6aR)-1-methylhexahydropyrrolo[3,4-c]pyrrole-2(1H)-carboxylate